CC1(CC1)C1=CC=2C(=NC=C(N2)C=O)O1 6-(1-methylcyclopropyl)furo[2,3-b]pyrazine-2-carbaldehyde